(12AR)-9-(2-chloro-6-hydroxyphenyl)-10-fluoro-8-(prop-1-yn-1-yl)-3,4,12,12a-tetrahydro-6H-pyrazino[2,1-c][1,4]benzooxazepine-2(1H)-carboxylic acid tert-butyl ester C(C)(C)(C)OC(=O)N1C[C@@H]2COC3=C(CN2CC1)C=C(C(=C3F)C3=C(C=CC=C3O)Cl)C#CC